2-fluoro-2,3,4,5-tetrahydrobenzo[f][1,4]thiazepine FC1SC2=C(CNC1)C=CC=C2